Cl.Cl.FC1=NC=CC=C1OC[C@H]1NCCC1 2-fluoro-3-[[(2S)-pyrrolidin-2-yl]methoxy]pyridine dihydrochloride